2-Dehydro-3-deoxy-6-phosphogluconate P(=O)(O)(O)OC[C@H]([C@H](CC(C(=O)[O-])=O)O)O